CN(S(=O)(=O)C=1C=C(C(=O)O)C=CC1F)C 3-(Dimethylsulfamoyl)-4-fluoro-benzoic acid